C1=C(C=CC=2C3=CC=CC=C3C=CC12)C1=NC(=CC(=N1)C1=CC(=CC=C1)C=1C=NC=CC1)C1=CC=C(C=C1)C=1C=NC=CC1 2-(phenanthren-2-yl)-4-{3-(pyridin-3-yl)-phenyl}-6-{4-(pyridin-3-yl)-phenyl}-pyrimidine